FC(OC=1C=C(C=CC1)C1[C@@H]2CN(C[C@H]12)C(=O)C1CC2(C1)NC(OC2)=O)(F)F (2s,4S)-2-((1R,5S,6S)-6-(3-(Trifluoromethoxy)phenyl)-3-azabicyclo[3.1.0]hexan-3-carbonyl)-7-oxa-5-azaspiro[3.4]octan-6-on